(2E)-3,7-dimethylocta-2,6-dien C\C(=C/C)\CCC=C(C)C